N1=C(C=CC=C1)C1=CC=CC=2OC3=CC=CC=C3NC12 (Pyridin-2-yl)-10H-phenoxazine